(Z)-2-(4-(pyridin-3-yl)butyl)thiazole-5-carbaldehyde oxime N1=CC(=CC=C1)CCCCC=1SC(=CN1)\C=N/O